(2,6-xylylene-1,4-phenylene) ether C1=C2C=CC=C1CC1=CC=C(C=C1)OC2